N-(3-((2-aminopyrimidin-5-yl)ethynyl)-2,4-difluorophenyl)-3,5-dichlorobenzenesulfonamide NC1=NC=C(C=N1)C#CC=1C(=C(C=CC1F)NS(=O)(=O)C1=CC(=CC(=C1)Cl)Cl)F